spiro[oxetane-3,4'-pyrimido[4,5-d][1,3]oxazine]-2'(1'H)-one N1C(OC2(C3=C1N=CN=C3)COC2)=O